tert-butyl 9-(2,6-dimethyl-4-prop-1-ynyl-phenyl)-8-methoxy-10-oxo-3-azaspiro[5.5]undecane-4,8-diene-3-carboxylate CC1=C(C(=CC(=C1)C#CC)C)C1=C(CC2(C=CN(CC2)C(=O)OC(C)(C)C)CC1=O)OC